N-[(1RS,3RS)-3-methyl-4-oxocyclohexyl]carbamic acid tert-butyl ester C(C)(C)(C)OC(N[C@H]1C[C@H](C(CC1)=O)C)=O |r|